4-(4-cyanobenzyl)piperidine-4-carbonitrile trifluoroacetate FC(C(=O)O)(F)F.C(#N)C1=CC=C(CC2(CCNCC2)C#N)C=C1